tert-Butyl 3-benzyl-1-ethyl-3,8-diazabicyclo[3.2.1]octane-8-carboxylate C(C1=CC=CC=C1)N1CC2(CCC(C1)N2C(=O)OC(C)(C)C)CC